3-((4-methoxyphenyl)sulfonyl)quinoline-6-carboxamide COC1=CC=C(C=C1)S(=O)(=O)C=1C=NC2=CC=C(C=C2C1)C(=O)N